(S,E)-5-((6-((2-((tert-butoxycarbonyl)imino)-3-methyl-2,3-dihydro-1H-imidazol-1-yl)methyl)-8-(4-fluoro-2-methylphenyl)-4-oxochroman-3-yl)methyl)-2-fluorobenzoic acid C(C)(C)(C)OC(=O)\N=C/1\N(C=CN1C)CC=1C=C2C([C@H](COC2=C(C1)C1=C(C=C(C=C1)F)C)CC=1C=CC(=C(C(=O)O)C1)F)=O